C(C#CCCC)(=O)Cl Hexynoyl chloride